OS(=O)(=O)O.O=[Ti] titanium(IV) oxysulfate